1-bromo-3,4-difluoro-2-methoxybenzene BrC1=C(C(=C(C=C1)F)F)OC